N[C@@H]1C2=CC=CC=C2CC12CCN(CC2)C=2N=CC(=NC2)C#CCOC2=CC(=C(C(=O)N)C=C2)Cl (S)-4-((3-(5-(1-Amino-1,3-dihydrospiro[indene-2,4'-piperidin]-1'-yl)pyrazin-2-yl)propane-2-yn-1-yl)oxy)-2-chlorobenzamide